CC1=CC(=NO1)NNC1=NOC(=C1)C 1,2-bis(5-methylisoxazol-3-yl)hydrazine